ClC1=NC=C2C=C(N=C(C2=C1)NCC1CCN(CC1)C)C1=C(C(=CC(=C1Cl)OC)OC)Cl 7-chloro-3-(2,6-dichloro-3,5-dimethoxyphenyl)-N-((1-methylpiperidin-4-yl)methyl)-2,6-naphthyridine-1-amine